N-((S)-(3-chloro-2,6-difluorophenyl)(cyclopentyl)methyl)-3-formylcyclopentane-1-carboxamide ClC=1C(=C(C(=CC1)F)[C@@H](NC(=O)C1CC(CC1)C=O)C1CCCC1)F